bis-(triethoxysilylpropyl)-disulfane C(C)O[Si](OCC)(OCC)CCCSSCCC[Si](OCC)(OCC)OCC